3-(2-furyl)-D-alanine O1C(=CC=C1)C[C@@H](N)C(=O)O